C(C(C)C)C1=CC(=NN1C1=CC(=CC=C1)N1CCOCC1)NC1=C(C(=O)O)C=C(C=N1)C=1SC=CC1 2-((5-isobutyl-1-(3-morpholinophenyl)-1H-pyrazol-3-yl)amino)-5-(thiophen-2-yl)nicotinic acid